C1(=CC(=CC=C1)C[C@H]1[C@H](CCC=2C=CNC(C12)=O)NS(=O)(=O)C)C1=CC=CC=C1 |r| rac-N-{(7S,8R)-8-[([1,1'-biphenyl]-3-yl)methyl]-1-oxo-1,2,5,6,7,8-hexahydroisoquinolin-7-yl}methanesulfonamide